(R)-γ-butyrolactone C1(CCCO1)=O